C1=C(C=CC2=CC=CC=C12)C(CCC(C#CC1=CC=CC=C1)CC(F)(F)F)=O 1-(naphthalen-2-yl)-6-phenyl-4-(2,2,2-trifluoroethyl)hex-5-yn-1-one